(3R)-3-amino-5-[(4-chlorophenyl)methyl]-8-fluoro-7-(6-methyl-5-phenyl-1,2,4-triazin-3-yl)-1,1-dioxo-2,3-dihydro-1λ6,5-benzothiazepine-4-One N[C@H]1CS(C2=C(N(C1=O)CC1=CC=C(C=C1)Cl)C=C(C(=C2)F)C=2N=NC(=C(N2)C2=CC=CC=C2)C)(=O)=O